(thiophene-2-carbonyl)glycine S1C(=CC=C1)C(=O)NCC(=O)O